N,N-dimethyl-ethylene-diamine CN(CCN)C